NC=1C2=C(N(C(N1)=O)C1COCC1C)N=C(C=C2)C2CC2 4-amino-7-cyclopropyl-1-(4-methyltetrahydro-furan-3-yl)pyrido[2,3-d]pyrimidin-2(1H)-one